[Sb].[Sr].[Sn].[Ag].[Pb] lead-silver-tin-strontium-antimony